C([C@@H]1[C@H]([C@@H]([C@H](C(O1)O)N)O)O)O.Cl D-(+)-GLUCOSAMINE HYDROCHLORIDE